tyrosyl-D-arginyl-phenylalanyl-glycyl-glycinamide N[C@@H](CC1=CC=C(C=C1)O)C(=O)N[C@H](CCCNC(N)=N)C(=O)N[C@@H](CC1=CC=CC=C1)C(=O)NCC(=O)NCC(=O)N